methyl 1-(2-methoxyethyl)-3-methylazetidine-3-carboxylate COCCN1CC(C1)(C(=O)OC)C